CS(=O)(=O)CC1CN(C1)C=1C=CC(=C2C=C(N=CC12)NC1=NC(=NC=C1)N1[C@@H]2C[C@@H]([C@H](C1)C2)O)C(C)C (1S,4S,5S)-2-[4-({8-[3-(methanesulfonylmeth-yl)azetidin-1-yl]-5-(propan-2-yl)isoquinolin-3-yl}amino)pyrimidin-2-yl]-2-azabicyclo[2.2.1]hept-an-5-ol